ClC1=CC=C(CNC(=O)C=2C(N(C3=C(C=NC=C3C2)OCC2(CC2)S(=O)(=O)C2CC2)C)=O)C=C1 N-(4-chlorobenzyl)-8-((1-(cyclopropylsulfonyl)cyclopropyl)methoxy)-1-methyl-2-oxo-1,2-dihydro-1,6-naphthyridine-3-carboxamide